Cl.N(C(=N)N)CCCNC(C(=C)C)=O N-(3-guanidinopropyl)methacrylamide hydrochloride